ClC1=C(C=C(C=C1Cl)C(=O)NCC1=CC(=C(C=C1)F)F)C(=O)NC1=NC=C(C=C1)C(F)(F)F 4,5-dichloro-N1-[(3,4-difluorophenyl)methyl]-N3-[5-(trifluoromethyl)pyridin-2-yl]benzene-1,3-dicarboxamide